Cl.C(N)(=N)C=1C=CC(=NC1F)NC(OC(C)(C)C)=O 2-methyl-2-propanyl (5-carbamimidoyl-6-fluoro-2-pyridinyl)carbamate hydrochloride